5-bromo-N-[4-[(6,7-dimethoxy-1,5-naphthyridin-4-yl)oxy]-3-fluorophenyl]-1-(4-fluorophenyl)-6-methyl-2-oxopyridine-3-carboxamide BrC=1C=C(C(N(C1C)C1=CC=C(C=C1)F)=O)C(=O)NC1=CC(=C(C=C1)OC1=CC=NC2=CC(=C(N=C12)OC)OC)F